BrC1=C2C(=NC(=C1)Cl)C=CO2 7-bromo-5-chlorofuro[3,2-b]pyridine